SCCCCCCCCCCCCCCCCO L-16-mercaptohexadecan-1-ol